FC(C(C(F)(F)F)(OC)[C@]1(CN(CC1)C(C)(C)C=1C=NC(=CC1)C)CCC1=CC=C(C#N)C=C1)(F)F |o1:9| (R or S)-4-(2-(3-(1,1,1,3,3,3-hexafluoro-2-methoxypropan-2-yl)-1-(2-(6-methylpyridin-3-yl)propan-2-yl)pyrrolidin-3-yl)ethyl)benzonitrile